6-(3-fluoropyridin-2-yl)-2-(methylthio)pyrido[4,3-d]Pyrimidine-5(6H)-one FC=1C(=NC=CC1)N1C(C2=C(N=C(N=C2)SC)C=C1)=O